FC1=C(OC2=C3C(=NC=C2)N(CC3)C(=O)OC(C)(C)C)C=CC(=C1)NC(=O)C=1C(N(C(N(C1)C(C)C)=O)C1=CC=C(C=C1)F)=O tert-butyl 4-(2-fluoro-4-(3-(4-fluorophenyl)-1-isopropyl-2,4-dioxo-1,2,3,4-tetrahydropyrimidine-5-carboxamido) phenoxy)-2,3-dihydro-1H-pyrrolo[2,3-b]pyridine-1-carboxylate